2-(4-((2,3-dihydrobenzofuran-6-yl)methyl)-2-(2-isopropylphenyl)piperazin-1-yl)-7-azaspiro[3.5]Nonane O1CCC2=C1C=C(C=C2)CN2CC(N(CC2)C2CC1(C2)CCNCC1)C1=C(C=CC=C1)C(C)C